BrC1=CC2=C(N=C(S2)N2C3CC(CC2CC3)OCC=3C(=NOC3C3CC3)C3=C(C=CC=C3)OC(F)(F)F)C(=C1)C 4-((8-(6-bromo-4-methylbenzo[d]thiazol-2-yl)-8-azabicyclo[3.2.1]octan-3-yloxy)methyl)-5-cyclopropyl-3-(2-(trifluoromethoxy)phenyl)isoxazole